O=C1NC(CCC1N1C(C2=CC=C(C=C2C1=O)NCCCCCCN1N=CC(=C1)C1=NC2=CC=CC=C2N=C1C(F)(F)F)=O)=O (2,6-Dioxopiperidin-3-yl)-5-((6-(4-(3-(trifluoromethyl)quinoxalin-2-yl)-1H-pyrazol-1-yl)hexyl)amino)isoindoline-1,3-dione